C(C)OC(C(C)O/N=C/C1=C(C=C(C(=C1)N1C(N(C(=CC1=O)C(C)(F)F)C)=O)F)Cl)=O Ethyl-(-)-2-{[(E)-{2-chloro-5-[4-(1,1-difluoroethyl)-3-methyl-2,6-dioxo-3,6-dihydropyrimidin-1(2H)-yl]-4-fluorobenzyliden}amino]oxy}propanoat